(S)-4-(6-(4-(2-hydroxy-2-phenylacetyl)piperazin-1-yl)pyridin-3-yl)-6-(2-hydroxyethoxy)pyrazolo[1,5-a]pyridine-3-carbonitrile 2,2,2-trifluoroacetate FC(C(=O)O)(F)F.O[C@H](C(=O)N1CCN(CC1)C1=CC=C(C=N1)C=1C=2N(C=C(C1)OCCO)N=CC2C#N)C2=CC=CC=C2